C12(CC(C1)C2)C[C@@H](C(NNC[C@H]2C(NCC2)=O)=O)NC(=O)C2=NOC(=C2)C(F)(F)F N-((S)-3-(bicyclo[1.1.1]pentan-1-yl)-1-oxo-1-(2-(((S)-2-oxopyrrolidin-3-yl)methyl)hydrazineyl)propan-2-yl)-5-(trifluoromethyl)isoxazole-3-carboxamide